5-Bromo-2-(3-((2-methoxyethyl)(methyl)amino)propoxy)pyridin-3-amine BrC=1C=C(C(=NC1)OCCCN(C)CCOC)N